3-[tris(fluoro)methylsulfonyloxy]-7-[2,3,5-tris(fluoro)phenyl]benzofuran-2-carboxylic acid methyl ester COC(=O)C=1OC2=C(C1OS(=O)(=O)C(F)(F)F)C=CC=C2C2=C(C(=CC(=C2)F)F)F